The molecule is a 2,3-trans-enoyl CoA that results from the formal condensation of the thiol group of coenzyme A with the carboxy group of trans-2-tetracosenoic acid. It is a trans-2-enoyl-CoA, a very long-chain fatty acyl-CoA and a monounsaturated fatty acyl-CoA. It is a conjugate acid of a trans-2-tetracosenoyl-CoA(4-). CCCCCCCCCCCCCCCCCCCCC/C=C/C(=O)SCCNC(=O)CCNC(=O)[C@@H](C(C)(C)COP(=O)(O)OP(=O)(O)OC[C@@H]1[C@H]([C@H]([C@@H](O1)N2C=NC3=C(N=CN=C32)N)O)OP(=O)(O)O)O